2-(6-(4-chloro-1-((2-phenyloxazol-5-yl)methyl)-1H-indazole-7-carboxamido)spiro[3.3]hept-2-yl)acetic acid ClC1=C2C=NN(C2=C(C=C1)C(=O)NC1CC2(CC(C2)CC(=O)O)C1)CC1=CN=C(O1)C1=CC=CC=C1